ClC1=CC=C(C(=N1)C1=CC(=C(C=C1)O)F)N[C@H](C)C=1C=C(C=C2C(C(=C(OC12)N1CCC(CC1)(C)C)C)=O)C 8-[(1R)-1-[[6-chloro-2-(3-fluoro-4-hydroxy-phenyl)-3-pyridyl]amino]ethyl]-2-(4,4-dimethyl-1-piperidyl)-3,6-dimethyl-chromen-4-one